Cl.N[C@@H](C(=O)OCC)C1=C2N(C=N1)CCC2 |r| Ethyl (2RS)-2-amino-2-(6,7-dihydro-5H-pyrrolo[1,2-c]imidazol-1-yl)acetate hydrochloride